FC(C=1C=C(C=CC1)N1CNC(C12CCNCC2)=O)(F)F 3-(trifluoromethyl)phenyl-1,3,8-triazaspiro[4.5]decan-4-on